(trimethyl-silyl)methyl-lithium C[Si](C)(C)C[Li]